CN1C(C=CC(=C1)C1OC(C(O1)(C)C)(C)C)=O 1-methyl-5-(4,4,5,5-tetramethyl-1,3-dioxolan-2-yl)pyridin-2(1H)-one